trans-4-((4-(4-(trifluoromethyl)phenyl)phthalazin-1-yl)amino)pyrrolidine-3-carboxamide HCl Cl.FC(C1=CC=C(C=C1)C1=NN=C(C2=CC=CC=C12)N[C@H]1[C@@H](CNC1)C(=O)N)(F)F